(2R,3R,11bR)-3-(2,2-dimethylpropyl)-9-(3-methylsulfonylpropoxy)-10-methoxy-1H,2H,3H,4H,6H,7H,11bH-pyrido[2,1-a]isoquinolin-2-ol CC(C[C@H]1[C@@H](C[C@H]2N(CCC3=CC(=C(C=C23)OC)OCCCS(=O)(=O)C)C1)O)(C)C